N1=C(C=CC=C1)OB(O)O pyridine-2-yl-boric acid